NC1=NN2C(=NC(=CC2=N1)C1=C(C#N)C=CC=C1)N(CC1=CC=C(C=C1)OC)CC1=CC=C(C=C1)OC (2-amino-5-(bis(4-methoxybenzyl)amino)-[1,2,4]triazolo[1,5-c]pyrimidin-7-yl)benzonitrile